methyl 5-(4-amino-6-bromo-2-chloro-3-fluorophenyl)pentanoate NC1=C(C(=C(C(=C1)Br)CCCCC(=O)OC)Cl)F